ClC1=NC=C(C(=N1)OC)C(=O)NC1=C(C=CC=C1C(F)(F)F)C 2-chloro-4-methoxy-N-(2-methyl-6-(trifluoromethyl)phenyl)pyrimidine-5-carboxamide